C1N(CC=2C=NC=CC21)C(=O)NC[C@H]2CC21CCN(CC1)C(=O)OC1(COC1)C (3-Methyloxetan-3-yl) (2S)-2-[(1,3-dihydropyrrolo[3,4-c]pyridine-2-carbonylamino)methyl]-6-azaspiro[2.5]octane-6-carboxylate